ClC1=C(C(=O)NC2CCC(CC2)NC2=CC(=NC3=CC=C(C=C23)Cl)C(F)(F)F)C=C(C(=C1C#N)Cl)F 2,4-dichloro-3-cyano-5-fluoro-N-[(1s,4s)-4-{[6-chloro-2-(trifluoromethyl)quinolin-4-yl]amino}cyclohexyl]benzamide